C(C)OC(=O)C1=NN(C2=C1C=NC=C2N2C(NC1=C(C2=O)SC(=C1)C1=C(C=C(C(=C1)OC)F)Cl)=O)C 7-[6-(2-chloro-4-fluoro-5-methoxy-phenyl)-2,4-dioxo-1H-thieno[3,2-d]pyrimidin-3-yl]-1-methyl-pyrazolo[4,3-c]pyridine-3-carboxylic acid ethyl ester